(2,2-difluorocyclopentyl)-2-fluoro-4-nitroaniline FC1(C(CCC1)NC1=C(C=C(C=C1)[N+](=O)[O-])F)F